NC([C@H](C[C@H]1C(NCC1)=O)NC([C@H](CC(C)C)NC(=O)C=1NC2=CC=CC=C2C1)=O)=O N-((S)-1-(((S)-1-amino-1-oxo-3-((S)-2-oxopyrrolidin-3-yl)propan-2-yl)amino)-4-methyl-1-oxopent-2-yl)-1H-indole-2-carboxamide